CNC(=O)C1CN(CCC1)C=1C=NC(=CC1)NC=1SC=C(N1)C1=NC=CC=C1 N-methyl-1-(6-(4-(pyridin-2-yl)thiazol-2-ylamino)pyridin-3-yl)piperidine-3-carboxamide